C(CCCCCCC\C=C/CCCC)(=O)OCC(CO[Si](C)(C)C(C)(C)C)(COC(CCCCCCC\C=C/CCCC)=O)COC(CCCCCCC\C=C/CCCC)=O 3-((tert-Butyl(dimethyl)silyl)oxy)-2,2-bis(((9Z)-tetradec-9-enoyloxy)methyl)propyl (9Z)-tetradec-9-enoate